P(OC(C(F)(F)F)C(F)(F)F)([O-])[O-] (1,1,1,3,3,3-hexafluoro-2-propyl) phosphite